3,5-dimethoxyphenylacetic acid COC=1C=C(C=C(C1)OC)CC(=O)O